N-[(1S)-2-[[(1S)-2-amino-1-[[(3R)-5,5-dimethyl-2-oxo-pyrrolidin-3-yl]methyl]-2-oxo-ethyl]amino]-1-(cyclopropylmethyl)-2-oxo-ethyl]-6-chloro-5-fluoro-4-methoxy-1H-indole-2-carboxamide NC([C@H](C[C@H]1C(NC(C1)(C)C)=O)NC([C@H](CC1CC1)NC(=O)C=1NC2=CC(=C(C(=C2C1)OC)F)Cl)=O)=O